iron nickel sulfide molybdenum [Mo].[Ni]=S.[Fe]